C1(=NC=CC2=CC=NC=C12)N 2,7-naphthyridin-1-amine